N-(4-cyano-2-fluorophenyl)-6-(tetrahydrofuran-2-ylmethoxy)-1H-indole-3-sulfonamide C(#N)C1=CC(=C(C=C1)NS(=O)(=O)C1=CNC2=CC(=CC=C12)OCC1OCCC1)F